methyl 4-[3-(1-ethyl-3-methyl-1H-pyrazol-5-yl)-1H-1,2,4-triazol-5-yl]-1-methyl-1H-indazole-6-carboxylate C(C)N1N=C(C=C1C1=NNC(=N1)C1=C2C=NN(C2=CC(=C1)C(=O)OC)C)C